N1=CN=CC(=C1)CC=1N=C(N2C1C=CC=C2)C#N 1-(pyrimidin-5-ylmethyl)imidazo[1,5-a]pyridine-3-carbonitrile